C(C=C)(=O)OCC(NCCCCCC)=O 2-oxo-2-(hexylamino)ethyl acrylate